(1s,4s)-4-(2-((tert-butyldiphenylsilyl)oxy)ethyl)cyclohexyl 4-methylbenzenesulfonate CC1=CC=C(C=C1)S(=O)(=O)OC1CCC(CC1)CCO[Si](C1=CC=CC=C1)(C1=CC=CC=C1)C(C)(C)C